N-(2,2-difluoroethyl)-6-(4,4,5,5-tetramethyl-1,3,2-dioxaborolan-2-yl)-1,3-benzoxazol-2-amine FC(CNC=1OC2=C(N1)C=CC(=C2)B2OC(C(O2)(C)C)(C)C)F